C(C=C)N1C(N(C2=NC(=NC=C12)S(=O)C)C1CCOCC1)=O 7-allyl-2-(methylsulfinyl)-9-(tetrahydro-2H-pyran-4-yl)-7,9-dihydro-8H-purin-8-one